3-aminobutyl-(dodecyloxysilane) NC(CC[SiH2]OCCCCCCCCCCCC)C